(S)-3,5-diamino-N-(N-(4-(4'-(3-(2-amino-3-phenylpropanamido)propyl)-[1,1'-biphenyl]-4-yl)butyl)carbamimidoyl)-6-chloropyrazine-2-carboxamide NC=1C(=NC(=C(N1)N)Cl)C(=O)NC(NCCCCC1=CC=C(C=C1)C1=CC=C(C=C1)CCCNC([C@H](CC1=CC=CC=C1)N)=O)=N